C(C)(C)(C)OC(=O)N1CCN(CC1)C1=NC2=CC=C(C=C2C=C1Cl)C=1N=NN(C1)CCCNC(=O)OC(C)(C)C 4-[6-[1-[3-(tert-Butoxycarbonylamino)propyl]triazol-4-yl]-3-chloro-2-quinolinyl]piperazine-1-carboxylic acid tert-butyl ester